(3S,4S) and (3R,4R)-1-(4-((tert-butyldiphenylsilyl)oxy)-3-methyltetrahydrofuran-3-yl)-4-iodopiperidine [Si](C1=CC=CC=C1)(C1=CC=CC=C1)(C(C)(C)C)O[C@H]1[C@@](COC1)(C)N1CCC(CC1)I |r|